FC=1C=C(C=CC1NC1=NC=C2C=CC(=NC2=C1)[C@@](C)(C1CCN(CC1)C)O)C1=CC(=CC=C1)C(=O)N (R)-3'-fluoro-4'-((2-(1-hydroxy-1-(1-methylpiperidin-4-yl)ethyl)-1,6-naphthyridin-7-yl)amino)-[1,1'-biphenyl]-3-carboxamide